indenyl-dimethyl-titanium C1(C=CC2=CC=CC=C12)[Ti](C)C